acetyl-glycyl-glycine C(C)(=O)NCC(=O)NCC(=O)O